C[C@H]1N(CCOC1)C1=NC2=C(N=CC=C2C(=C1)O)C1=CC=NN1C1OCCCC1 2-[(3R)-3-methylmorpholin-4-yl]-8-[1-(tetrahydro-2H-pyran-2-yl)-1H-pyrazol-5-yl]-1,7-naphthyridin-4-ol